methyl 3-((3-((2-chloro-6-(methylamino)-9H-purin-9-yl)methyl)phenyl)sulfonamido)benzoate ClC1=NC(=C2N=CN(C2=N1)CC=1C=C(C=CC1)S(=O)(=O)NC=1C=C(C(=O)OC)C=CC1)NC